NC1=C(C(N(C2=CC(=CC=C12)C(F)(F)F)C1=CC=C(C=C1)CN(C)C)=O)C(=O)OC methyl 4-amino-1-(4-((dimethylamino)methyl)phenyl)2-oxo-7-(trifluoro methyl)-1,2-dihydroquinoline-3-carboxylate